1-[5-[4-(4-ethylpyrrolidin-3-yl)-7-fluoro-2-[4-(5-fluoro-3-methoxy-2-pyridyl)piperazine-1-carbonyl]-1H-indol-6-yl]-3,6-dihydro-2H-pyridin-1-yl]-3-(triazol-1-yl)propan-1-one C(C)C1C(CNC1)C1=C2C=C(NC2=C(C(=C1)C1=CCCN(C1)C(CCN1N=NC=C1)=O)F)C(=O)N1CCN(CC1)C1=NC=C(C=C1OC)F